8-(tert-Butoxycarbonylamino)-3-(trans-2-cyanocyclopropanecarboxamido)isoquinoline C(C)(C)(C)OC(=O)NC=1C=CC=C2C=C(N=CC12)NC(=O)[C@H]1[C@@H](C1)C#N